NCCN(CCCCS(=O)(=O)O)CCC 4-[(2-aminoethyl)propylamino]-1-butanesulfonic acid